(3Z)-1-(azetidin-1-ylmethyl)-3-(3-oxoindolin-2-ylidene)indolin-2-one N1(CCC1)CN1C(\C(\C2=CC=CC=C12)=C\1/NC2=CC=CC=C2C1=O)=O